methyl 2-[4-[3-(2,6-dibenzyloxy-3-pyridyl)-1-methyl-indazol-6-yl]oxyphenyl]acetate C(C1=CC=CC=C1)OC1=NC(=CC=C1C1=NN(C2=CC(=CC=C12)OC1=CC=C(C=C1)CC(=O)OC)C)OCC1=CC=CC=C1